4-[4-(6-fluoro-2-oxo-1,2-dihydro-quinolin-3-yl)-[1,2,3]triazol-1-yl]-N-oxetan-3-yl-benzamide FC=1C=C2C=C(C(NC2=CC1)=O)C=1N=NN(C1)C1=CC=C(C(=O)NC2COC2)C=C1